COC=1C=C(C=CC1OC1CC(C1)N(C)C)NC1=NC=CC(=C1)NC1=NC2=CC=CC=C2N=C1 2-{3-methoxy-4-[(1s,3s)-3-(dimethylamino)cyclobutoxy]phenylamino}-4-(2-quinoxalinylamino)pyridine